benzo[d]Imidazole-6-carboxylic acid methyl ester COC(=O)C=1C=CC2=C(N=CN2)C1